5-[3-(2-methylphenyl)-1,2,4-oxadiazol-5-yl]-1-(propan-2-yl)-1H-1,2,3-benzotriazole CC1=C(C=CC=C1)C1=NOC(=N1)C1=CC2=C(N(N=N2)C(C)C)C=C1